C1(CCCCCCCCCCC1)OB(O)O cyclododecylboric acid